FC(C(=O)O)(F)F.ClC=1C=C2C(N(C(=NC2=CC1)[C@H]1CNCCC1)C)=O (R)-6-chloro-3-methyl-2-(piperidin-3-yl)quinazolin-4(3H)-one trifluoroacetic acid salt